acrylic acid behenyl ester C(CCCCCCCCCCCCCCCCCCCCC)OC(C=C)=O